FC(C(=O)O)(F)F.FC(OC=1C=C(C=CC1OC1=CC=NC2=CC(=C(C=C12)OC)OC)N1C(N(CC1=O)C=1C=NC=C(C1)C(F)(F)F)=O)F 3-{3-(difluoromethoxy)-4-[(6,7-dimethoxy-4-quinolinyl)oxy]phenyl}-1-[5-(trifluoromethyl)-3-pyridinyl]-2,4-imidazolidinedione trifluoroacetate